[N-](S(=O)(=O)C(F)(F)C(F)(F)F)S(=O)(=O)C(F)(F)C(F)(F)F.C(C)[N+]1(CCCCC1)CCC 1-ethyl-1-propylpiperidinium bis(pentafluoroethanesulfonyl)imide salt